2,6-dimethylphenyl-carbodiimide CC1=C(C(=CC=C1)C)N=C=N